2-(2-(6-methylpyridin-2-yl)-1H-imidazol-4-yl)propan-2-ol CC1=CC=CC(=N1)C=1NC=C(N1)C(C)(C)O